octyl-tridec-4-en-1-ol C(CCCCCCC)C(CCC=CCCCCCCCC)O